isopropylidenebisaniline C(C)(C)(NC1=CC=CC=C1)NC1=CC=CC=C1